C(C)OC(\C=C\C1CC1)=O (E)-3-Cyclopropylacrylic acid ethyl ester